2-(4-bromophenyl)-6-((2-fluoro-4-(trifluoromethyl)phenyl)carbamoyl)-4-(methoxy-d3)cyclohexane-1-carboxylate BrC1=CC=C(C=C1)C1C(C(CC(C1)OC([2H])([2H])[2H])C(NC1=C(C=C(C=C1)C(F)(F)F)F)=O)C(=O)[O-]